[N+](#[C-])C(C1=CC2=CC=CC=C2C=C1)S(=O)(=O)C1=CC=C(C)C=C1 2-[ISOCYANO-(TOLUENE-4-SULFONYL)-METHYL]-NAPHTHALENE